(2,4-dichlorobenzyl)hydrazine HCl salt Cl.ClC1=C(CNN)C=CC(=C1)Cl